(E)-N-(4-(3-chloro-4-fluorophenylamino)-7-(2-((R)-tetrahydrofuran-2-yl)ethynyl)quinazolin-6-yl)-4-(dimethylamino)but-2-enamide ClC=1C=C(C=CC1F)NC1=NC=NC2=CC(=C(C=C12)NC(\C=C\CN(C)C)=O)C#C[C@@H]1OCCC1